N=1C=NN2C1C=C(C=C2)OC2=C(C=C(C=C2)NC2=NC=NC1=C2C=2OC[C@@H]3N(C2N=C1)CCNC3)C (R)-N-(4-([1,2,4]triazolo[1,5-a]pyridin-7-yloxy)-3-methylphenyl)-6,6a,7,8,9,10-hexahydropyrazino[1,2-d]pyrimido[5',4':4,5]pyrido[3,2-b][1,4]oxazin-4-amine